C1(CCCC1)C1=NC2=C(N1)C=CC(=C2)NC(=O)C=2C=NOC2C N-(2-cyclopentyl-1H-benz[d]imidazol-5-yl)-5-methylisoxazole-4-carboxamide